COC1=CC=C(C=C1)N[C@H](C(=O)C1=CC=CC=C1)C1=CC2=CC=CC=C2C=C1 (S)-2-((4-Methoxyphenyl)amino)-2-(naphthalen-2-yl)-1-phenylethan-1-one